FC(CN1N=CC(=C1)C1=NC(=NC=C1C(F)(F)F)NC1CCN(CC1)S(=O)(=O)C1CC(CCC1)CO)(F)F (3-((4-((4-(1-(2,2,2-trifluoroethyl)-1H-pyrazol-4-yl)-5-(trifluoromethyl)pyrimidin-2-yl)amino)-piperidin-1-yl)sulfonyl)cyclohexyl)methanol